6-(4-fluoro-5-(6-isobutyl-2,6-diazaspiro[3.3]hept-2-yl)-3-isopropyl-1H-pyrrolo[2,3-c]pyridin-2-yl)-8-methoxy-[1,2,4]triazolo[1,5-a]pyridine FC1=C2C(=CN=C1N1CC3(C1)CN(C3)CC(C)C)NC(=C2C(C)C)C=2C=C(C=3N(C2)N=CN3)OC